FC=1C=C(C(=O)OC)C=C(C1N1CCC(CC1)CO)F Methyl 3,5-difluoro-4-(4-(hydroxymethyl)piperidin-1-yl)benzoate